C(C1=CC=CC=C1)NC(=O)C=1N=NN(C1)CCCCC1=NN=C(S1)C(=O)NCCOC 5-{4-[4-(benzylcarbamoyl)-1H-1,2,3-triazol-1-yl]butyl}-N-(2-methoxyethyl)-1,3,4-thiadiazole-2-carboxamide